2-(3-acetyl-5-(pyrimidin-5-ylamino)-1H-indazol-1-yl)-N-(2-((3-chloro-2-fluorobenzyl)amino)-2-oxoethyl)-N-isopropylacetamide C(C)(=O)C1=NN(C2=CC=C(C=C12)NC=1C=NC=NC1)CC(=O)N(C(C)C)CC(=O)NCC1=C(C(=CC=C1)Cl)F